NC=1N=NC(=CC1/C=C/C1=CC(=NC=C1)OC1CC(C1)OC1CCN(CC1)C(=O)OC(C)(C)C)Cl tert-butyl 4-[3-[[4-[(E)-2-(3-amino-6-chloro-pyridazin-4-yl)vinyl]-2-pyridyl] oxy]cyclobutoxy]piperidine-1-carboxylate